ethyl 1-(1-methylcyclobutyl)-1H-imidazole-4-carboxylate CC1(CCC1)N1C=NC(=C1)C(=O)OCC